dihydro-1,6-naphthyridine-2,6(5H)-dicarboxylate N1C(C=CC=2CN(C=CC12)C(=O)[O-])C(=O)[O-]